N1CC(C1)C=1N=CC(=NC1)N1CC2(C1)CC(C2)(F)F 2-[5-(Azetidin-3-yl)pyrazin-2-yl]-6,6-difluoro-2-azaspiro[3.3]heptane